COC=1C(C(=C(C(C1OC)=O)C)C\C=C(\CC\C=C(\CCC=C(C)C)/C)/C)=O 2,3-dimethoxy-5-methyl-6-((2E,6E)-3,7,11-trimethyldodeca-2,6,10-trien-1-yl)-1,4-benzoquinone